1-Cyclohexyl-4-[3-(5-methoxy-1,2,3,4-tetrahydronaphthalen-1-yl)propyl]piperazine C1(CCCCC1)N1CCN(CC1)CCCC1CCCC2=C(C=CC=C12)OC